ClC1=CC=C(C=C1)C(C)[Te]C 1-chloro-4-(1-methyltelluroethyl)benzene